3-(5-bromo-2-hydroxy-3-(isobutyryloxy)benzylideneamino)benzoic acid BrC=1C=C(C(=C(C=NC=2C=C(C(=O)O)C=CC2)C1)O)OC(C(C)C)=O